COC1=C(C=C(C=C1)C=O)OC The molecule is a dimethoxybenzene that is benzaldehyde substituted by methoxy groups at positions 3 and 4. It is found in peppermint, ginger, raspberry, and other fruits. It has a role as an antifungal agent. It is a member of benzaldehydes and a dimethoxybenzene.